C1(CCC1)[Bi](C1CCC1)(C1CCC1)(C1CCC1)N (tetracyclobutyl-λ5-bismuthanyl)amine